C(C1=CC=CC=C1)N1C=2N(C3=C(C1=O)CN(CC3)CC3=CC(=CC=C3)C#N)CCCN2 6-benzyl-3-(3-cyanobenzyl)-1,2,3,4,6,8,9,10-octahydro-5H-pyrido[3,4-e]pyrimido[1,2-a]pyrimidin-5-one